F[C@@H]1CNCC[C@@H]1OCC1CN(C1)C1=CC=CC=2N(C(N(C21)C)=O)N2C(CCCC2=O)=O [4-[3-[[(3R,4S)-3-fluoro-4-piperidinyl]oxymethyl]azetidin-1-yl]-3-methyl-2-oxo-benzimidazol-1-yl]piperidine-2,6-dione